C[Sn](C)C.C[Sn](C)C bis(trimethyltin)